N1=C(C)C(O)=C(C=N)C(CO)=C1 pyridoxal-imine